[Pd]=O.[Sn] tin-palladium oxide